C1(CC1)N1C=C(C=CC1=O)C(=O)O 1-cyclopropyl-6-oxo-1,6-dihydropyridine-3-carboxylic acid